methyl 5-(2-(3-hydroxy-3-methylbutyl)-5-nitro-2H-indazol-6-yl)nicotinate OC(CCN1N=C2C=C(C(=CC2=C1)[N+](=O)[O-])C=1C=NC=C(C(=O)OC)C1)(C)C